(2R,3R,4R,5R,6S)-5-acetamido-2-(acetoxymethyl)-6-((3-((5-((tert-butoxycarbonyl)amino)pentyl)amino)-3-oxopropyl)thio)tetrahydro-2H-pyran-3,4-diyl diacetate C(C)(=O)O[C@H]1[C@H](O[C@H]([C@@H]([C@H]1OC(C)=O)NC(C)=O)SCCC(=O)NCCCCCNC(=O)OC(C)(C)C)COC(C)=O